OC=1C=C(C=C(C1C(C)C)O)C#CC1=C(C(=O)OC)C=CC=C1 methyl 2-[(3,5-dihydroxy-4-isopropylphenyl)ethynyl]benzoate